(4-methyl-piperidin-1-yl)-methanone CC1CCN(CC1)C=O